benzene (diazo)tetrakis(3,4,5-trifluorophenyl)borate [N+](=[N-])=C1C(C=C(C(=C1F)F)F)[B-](C1=CC(=C(C(=C1)F)F)F)(C1=CC(=C(C(=C1)F)F)F)C1=CC(=C(C(=C1)F)F)F.C1=CC=CC=C1